NC1=NC=2C=C(C(=CC2C2=C1C=NN2C)C(=O)N2N(CC(C2)C)C2=NC(=CC=C2)C2CC2)C (4-amino-1,7-dimethyl-1H-pyrazolo[4,3-c]quinolin-8-yl)(2-(6-cyclopropylpyridin-2-yl)-4-methylpyrazolidin-1-yl)methanone